ethyl-2-(4-(trifluoromethoxy)phenylamino)acetic acid C(C)C(C(=O)O)NC1=CC=C(C=C1)OC(F)(F)F